C1(CC1)[C@H](N1C[C@@]2(CC1)OCCN1C2=CC(=N1)C=1C=C(C(=NC1)N)C(F)(F)F)C=1NC=CN1 5-{(3'R)-1'-[(S)-cyclopropyl(1H-imidazol-2-yl)methyl]-6,7-dihydrospiro[pyrazolo[5,1-c][1,4]oxazine-4,3'-pyrrolidin]-2-yl}-3-(trifluoromethyl)pyridin-2-amine